4,4-difluoro-1-(2-methoxy-5-nitrophenyl)piperidine FC1(CCN(CC1)C1=C(C=CC(=C1)[N+](=O)[O-])OC)F